Cl.N(N)[C@H]1CN(CC1)C |r| (±)-3-hydrazinyl-1-methylpyrrolidine hydrogen chloride